(5-fluoro-6-methoxypyridin-3-yl)-7H-pyrrolo[2,3-d]pyrimidin FC=1C=C(C=NC1OC)C=1N=CC2=C(N1)NC=C2